5-[(dimethylamino)methyl]-N-[5-fluoro-1-(1-methyl-1H-pyrazol-4-yl)-1H-1,3-benzodiazol-2-yl]-1,3-benzoxazol-2-amine CN(C)CC=1C=CC2=C(N=C(O2)NC2=NC3=C(N2C=2C=NN(C2)C)C=CC(=C3)F)C1